NCCCC(C(=O)N(CCCCCCCCCC)C(CCCCCCCCC(=O)N(CCCCCCCCCC)CCCCCCCCCC)CCCCCCCCC(=O)N(CCCCCCCCCC)CCCCCCCCCC)F 10-(5-amino-N-decyl-2-fluoropentanamido)-N1,N1,N19,N19-tetrakis(decyl)nonadecanediamide